C(C)(=O)N1[C@H]([C@@H](CC1)C(=O)N1[C@@H](C[C@H](C1)F)C(=O)N[C@H](C1=CC=C(C=C1)C(C)C)C1=CC=CC=C1)C=1C=NC=CC1 (2S,4R)-1-[(2R,3R)-1-acetyl-2-(pyridin-3-yl)pyrrolidine-3-carbonyl]-4-fluoro-N-[(S)-phenyl[4-(propan-2-yl)phenyl]methyl]pyrrolidine-2-carboxamide